BrC1=C(C=CC=C1F)C1N=C(NC(=C1C(=O)OC)C1CCN(CC1)S(=O)(=O)[C@@H]1C[C@H](C1)C(=O)OC(C)(C)C)C=1SC=CN1 (trans)-Methyl 4-(2-bromo-3-fluorophenyl)-6-(1-((3-(tert-butoxycarbonyl)cyclobutyl)sulfonyl)piperidin-4-yl)-2-(thiazol-2-yl)-1,4-dihydropyrimidine-5-carboxylate